(R)-3-(tert-butyl)-N-(1-(2-methyl-4-(7-(piperidin-4-yl)-9H-pyrido[2',3':4,5]pyrrolo[2,3-d]pyrimidin-4-yl)phenyl)ethyl)-1,2,4-oxadiazole-5-carboxamide C(C)(C)(C)C1=NOC(=N1)C(=O)N[C@H](C)C1=C(C=C(C=C1)C=1C2=C(N=CN1)NC1=C2N=CC(=C1)C1CCNCC1)C